C(#C)C1=C2C(=CC(=CC2=CC=C1F)O)C1=C(C=2N=C(N=C(C2C(=N1)C)N1CCOCCC1)OC[C@]12CCCN2C[C@@H](C1)F)F 5-ethynyl-6-fluoro-4-(8-fluoro-2-(((2R,7aS)-2-fluorotetrahydro-1H-pyrrolizin-7a(5H)-yl)methoxy)-5-methyl-4-(1,4-oxazepan-4-yl)pyrido[4,3-d]pyrimidin-7-yl)naphthalen-2-ol